dimethyl-6-oxopyridin CC1=C(NC(C=C1)=O)C